2,4-dimethylpentan-3-yl-methacrylate CC(C)C(C(C)C)OC(C(=C)C)=O